N1N=C(C2=CC=CC=C12)C(C)N 1-(1H-indazol-3-yl)-ethylamine